NC(CN1C(CN(C2=CC=CC=C12)C1=CC=C(C=C1)C(F)(F)F)CNC(C=C)=O)=O N-((1-(2-amino-2-oxoethyl)-4-(4-(trifluoromethyl)phenyl)-1,2,3,4-tetrahydroquinoxalin-2-yl)methyl)acrylamide